tert-butyl 4-(((2S)-4-(3-(2,6-dioxopiperidin-3-yl)-1-methyl-1H-indazol-6-yl)-2-methylpiperazin-1-yl)methyl)piperidine-1-carboxylate O=C1NC(CCC1C1=NN(C2=CC(=CC=C12)N1C[C@@H](N(CC1)CC1CCN(CC1)C(=O)OC(C)(C)C)C)C)=O